BrC=1C(=C(OCCCN2CCC(CC2)CC(=O)OCC)C=CC1)C ethyl 2-[1-[3-(3-bromo-2-methyl-phenoxy)propyl]-4-piperidyl]acetate